N1C(=NC2=C1C=CC=C2)CNC2=NC(=NC=1N2N=CC1Br)N1CCNC2(CC2)C1 N-[(1H-benzimidazol-2-yl)methyl]-8-bromo-2-(4,7-diazaspiro[2.5]octan-7-yl)pyrazolo[1,5-a][1,3,5]triazin-4-amine